(±)-syn-9,10-bis(2-hexyldecanoyloxy)stearic acid C(CCCCC)C(C(=O)OC(CCCCCCCC(=O)O)C(CCCCCCCC)OC(C(CCCCCCCC)CCCCCC)=O)CCCCCCCC